N1N=CC(=C1)C(=O)O PYRAZOLE-4-CARBOXYLIC ACID